C1(CC1)NC(=O)C1=CC=C(C=C1)S(=O)(=O)NC(C1=C(C=CC=C1)OC)=O N-[4-(cyclopropylcarbamoyl)benzenesulfonyl]-2-methoxybenzamide